N-(4-(4-(2-((cyanomethyl)(methyl)amino)-2-oxoethyl)phenyl)-1H-pyrrolo[2,3-b]pyridin-6-yl)cyclopropylcarboxamide C(#N)CN(C(CC1=CC=C(C=C1)C1=C2C(=NC(=C1)NC(=O)C1CC1)NC=C2)=O)C